(R)-4-(4-(4-(2H-1,2,3-triazol-2-yl)phenyl)-2-oxopyridin-1(2H)-yl)-N-hydroxy-2-methyl-2-(methylsulfonyl)butanamide N=1N(N=CC1)C1=CC=C(C=C1)C1=CC(N(C=C1)CC[C@](C(=O)NO)(S(=O)(=O)C)C)=O